Di-p-cresylphosphate C1(=CC=C(C=C1)C)OP(=O)(OC1=CC=C(C=C1)C)[O-]